N-trans-feruloyl-piperidine C(\C=C\C1=CC(OC)=C(O)C=C1)(=O)N1CCCCC1